(R)-4-(6-chloro-7-methyl-1,1-dioxo-3,4-dihydro-2H-benzo[e][1,2]thiazin-2-yl)-N-(1-(4-(ethylsulphonyl)phenyl)-2-hydroxyethyl)-3-fluorobenzamide ClC=1C(=CC2=C(CCN(S2(=O)=O)C2=C(C=C(C(=O)N[C@@H](CO)C3=CC=C(C=C3)S(=O)(=O)CC)C=C2)F)C1)C